C(C=C)C1=C(C=CC(=C1)C(C)(C)C1=CC(=C(C=C1)O)CC=C)O 2,2'-diallyl-4,4'-isopropylidenediphenol